C(=CC)N1CCN(CC1)C(=O)C1=CC=C(C=C1)[C@H](C)NC=1N=CC2=C(N1)N(C(C=C2)=O)CC 2-{[(1S)-1-{4-[(4-propenylpiperazin-1-yl)carbonyl]phenyl}ethyl]amino}-8-ethylpyrido[2,3-d]pyrimidin-7(8H)-one